[Cl-].[Cl-].C1(=CC=C(C=C1)C(=[Zr+2](C1=C(C=CC=2C3=CC=C(C=C3CC12)C(C)(C)C)C(C)(C)C)C1C=CC=C1)C1=CC(=CC=C1)Cl)C (p-tolyl)(m-chlorophenyl)methylene(cyclopentadienyl)(2,7-di-tert-butylfluorenyl)zirconium dichloride